N-octyl-pyridine chloride salt [Cl-].C(CCCCCCC)N1CC=CC=C1